C(C)(C)(C)OC(=O)C1=C(C=CC=C1)NC(C)C=1C=C(C=C2C(N(C(=NC12)N1CCN(CC1)C(=O)OC(C)(C)C)C)=O)C tert-Butyl 4-(8-(1-((2-(tert-butoxycarbonyl)phenyl)amino)ethyl)-3,6-dimethyl-4-oxo-3,4-dihydroquinazolin-2-yl)piperazine-1-carboxylate